2-[(2-Fluoroacetyl)-[[(2S)-1-[4-(4-methoxyphenyl)phenyl]sulfonylpyrrolidin-2-carbonyl]amino]amino]acetamid FCC(=O)N(CC(=O)N)NC(=O)[C@H]1N(CCC1)S(=O)(=O)C1=CC=C(C=C1)C1=CC=C(C=C1)OC